ClC1=CC=C(C=C1)C(C(Cl)(Cl)Cl)C1=CC=C(C=C1)Cl 2,2-bis-(p-chlorophenyl)-1,1,1-trichloroethane